N-(3-(dimethylamino)propyl)-N-(5-(pyridin-2-yl)pyrimidin-2-yl)benzamide CN(CCCN(C(C1=CC=CC=C1)=O)C1=NC=C(C=N1)C1=NC=CC=C1)C